CN1N=CC(=C1)C=1C=C(SC1)C=1NC=2C(=C3C=CC=NC3=C3N=CC=CC23)N1 2-(4-(1-methyl-1H-pyrazol-4-yl)thiophen-2-yl)-1H-imidazo[4,5-f][1,10]phenanthroline